BrC=1C=C(C=C(C1)F)NC(=O)NC1=CC(=CC(=C1)F)Cl 1-(3-bromo-5-fluorophenyl)-3-(3-chloro-5-fluorophenyl)urea